1-ethyl-9-[2-carboxy(4-cyclohexenyl)]carbonyloxyanthracene C(C)C1=CC=CC2=CC3=CC=CC=C3C(=C12)OC(=O)C1C(CC=CC1)C(=O)O